2-(difluoromethyl)-7-ethoxyimidazo[1,2-a]pyridine-6-carboxylic acid FC(C=1N=C2N(C=C(C(=C2)OCC)C(=O)O)C1)F